BrC=1C=C(C=CC1)C(C(SC1=CC=CC=C1)S(=O)(=O)C1=CC=CC=C1)=O 1-(3-bromophenyl)-2-(benzenesulfonyl)-2-(phenylthio)ethan-1-one